C(#N)C(C(=O)OCCCCCC(C)C)=C iso-octyl α-cyanoacrylate